2-(3-(2-(7-Bromobenzofuran-5-yl)-2-oxo-ethoxy)-2-(methoxymethoxy)phenyl)ethyl acetate C(C)(=O)OCCC1=C(C(=CC=C1)OCC(=O)C=1C=C(C2=C(C=CO2)C1)Br)OCOC